ClC=1N(N=C2N=C(C=CC21)C2=C(C=C(C=C2C)C(F)(F)F)OCOCC)CC2CC(N(C2)C2CC2)=O 4-((3-chloro-6-(2-(ethoxymethoxy)-6-methyl-4-(trifluoromethyl)phenyl)-2H-pyrazolo[3,4-b]pyridin-2-yl)methyl)-1-cyclopropylpyrrolidin-2-one